(±)-tert-butyl (2-(2-((methylsulfinyl)methyl)-4-nitrophenoxy)ethyl)carbamate C[S@@](=O)CC1=C(OCCNC(OC(C)(C)C)=O)C=CC(=C1)[N+](=O)[O-] |r|